N-[(4-methoxyphenyl)methyl]-2-(morpholin-4-yl)-8-(1,3-thiazol-5-yl)pyrazolo[1,5-a][1,3,5]triazin-4-amine COC1=CC=C(C=C1)CNC1=NC(=NC=2N1N=CC2C2=CN=CS2)N2CCOCC2